3-methoxy-N-(naphthalen-2-ylmethyl)-2-nitroaniline COC=1C(=C(NCC2=CC3=CC=CC=C3C=C2)C=CC1)[N+](=O)[O-]